(R)-1,1-bis(4-methoxyphenyl)-16,16,17,17-tetramethyl-7-oxo-1-phenyl-2,15-dioxa-6,8-diaza-16-silaoctadeca-4-yl 2,2-dichloroacetate ClC(C(=O)O[C@@H](COC(C1=CC=CC=C1)(C1=CC=C(C=C1)OC)C1=CC=C(C=C1)OC)CNC(NCCCCCCO[Si](C(C)(C)C)(C)C)=O)Cl